OC1=C(C=C(C=C1)/C=C/C(=O)C1=C(C=C(OCC2=NCN(C=C2)C(=O)OC(C)(C)C)C=C1)C)C Tert-butyl 4-[[4-[(E)-3-(4-hydroxy-3-methylphenyl)prop-2-enoyl]-3-methylphenoxy]methyl]-2H-pyrimidine-1-carboxylate